β-2-thiophenylalanine S1C(=CC=C1)C[C@H](N)C(=O)O